OCC=1C(=NC=CC1)NC=1N=C(N=NC1C(=O)N)NC1=C(C=C2CCN(C(C2=C1)C)C)OC ((3-(hydroxymethyl)pyridin-2-yl)amino)-3-((6-methoxy-1,2-dimethyl-1,2,3,4-tetrahydroisoquinolin-7-yl)amino)-1,2,4-triazine-6-carboxamide